N1=COC2=C1C=C(CO2)O 5H-pyrano[3,2-d]oxazol-6-ol